tert-butyl (6-(3-((8-benzyl-3-oxo-6-phenyl-3,7-dihydroimidazo[1,2-a]pyrazin-2-yl)methyl)phenoxy)hexyl)carbamate C(C1=CC=CC=C1)C1=C2N(C=C(N1)C1=CC=CC=C1)C(C(=N2)CC=2C=C(OCCCCCCNC(OC(C)(C)C)=O)C=CC2)=O